C(C1=CC=CC=C1)N1S(C(C(C2=C1C=CC(=C2)Cl)=O)C2=CC=CC=C2)(=O)=O 1-Benzyl-6-chloro-3-phenyl-1H-2,1-benzothiazin-4(3H)-on-2,2-dioxid